tert-butyl 8-cyano-9-oxo-3-azaspiro[5.5]undecane-3-carboxylate C(#N)C1CC2(CCN(CC2)C(=O)OC(C)(C)C)CCC1=O